C(C)(C)(C)OC(=O)N[C@@H](CSC1=CC2=C(C=CO2)C=C1[N+](=O)[O-])C(=O)O N-(tert-butoxycarbonyl)-S-(5-nitrobenzofuran-6-yl)-L-cysteine